(2S,3R,4S,5S,6R)-2-(3-(3-chloro-2-hydroxypropoxy)-5-((E)-4-(oxiran-2-ylmethoxy)styryl)phenoxy)-6-(hydroxymethyl)tetrahydro-2H-pyran-3,4,5-triol ClCC(COC=1C=C(O[C@@H]2O[C@@H]([C@H]([C@@H]([C@H]2O)O)O)CO)C=C(C1)\C=C\C1=CC=C(C=C1)OCC1OC1)O